6-Bromo-8-(cis-4-tert-butoxycarbonylamino-cyclohexylamino)-imidazo[1,2-a]pyrazine-2-carboxylic acid ethyl ester C(C)OC(=O)C=1N=C2N(C=C(N=C2N[C@@H]2CC[C@@H](CC2)NC(=O)OC(C)(C)C)Br)C1